4-phenoxy-3-(trifluoromethyl)benzoic acid O(C1=CC=CC=C1)C1=C(C=C(C(=O)O)C=C1)C(F)(F)F